FC(C1=CC=C(OC2NCCC2)C=C1)(F)F 2-(4-(trifluoromethyl)phenoxy)pyrrolidine